CC(CC1CCC(CC1)S(NC)(=O)=O)(C)NC(OC(C)(C)C)=O tert-butyl (2-methyl-1-((1r,4r)-4-(N-methylsulfamoyl)cyclohexyl)propan-2-yl)carbamate